tert-butyl 3-{[(1S)-1-cyano-2-[4-(3-methyl-2-oxo-2,3-dihydro-1,3-benzoxazol-5-yl)phenyl]ethyl]carbamoyl}azetidine-1-carboxylate C(#N)[C@H](CC1=CC=C(C=C1)C=1C=CC2=C(N(C(O2)=O)C)C1)NC(=O)C1CN(C1)C(=O)OC(C)(C)C